O1C[C@H](CC1)OC(N[C@@H](CC(C)C)C(=O)N[C@H](C(C(NCC)=O)=O)CCC1=CC=CC=C1)=O ((1S)-1-((((1S)-2,3-dioxo-3-ethylamino-1-(phenylethyl)propyl)amino)carbonyl)-3-methylbutyl)carbamic acid (3S)-tetrahydrofuran-3-yl ester